FC1=CC=CC=C1 4-Fluorobenzene